FC=1C(=C(OC2=C(C=C(C(=C2)C(F)(F)F)F)C=2NC=3C=NC(=C(C3C(C2)=O)C(=O)N)OC)C=CC1F)OC 2-[2-(3,4-difluoro-2-methoxy-phenoxy)-5-fluoro-4-(trifluoromethyl)phenyl]-6-methoxy-4-oxo-1H-1,7-naphthyridine-5-carboxamide